P(=O)(=O)[Cu]=S phosphocopper sulfide